C(C1=CC=CC=C1)OC=1C=C(C(=NC1[N+](=O)[O-])N1CCN(CC1)[C@H]1CC2(CN(C2)C(=O)OCC)CC1)Br ethyl (R)-6-(4-(5-(benzyloxy)-3-bromo-6-nitropyridin-2-yl)piperazin-1-yl)-2-azaspiro[3.4]octane-2-carboxylate